ethyl 2-(tert-butoxycarbonylamino)-4-methoxy-1-naphthoate C(C)(C)(C)OC(=O)NC1=C(C2=CC=CC=C2C(=C1)OC)C(=O)OCC